(E)-3-(4-pyridyl)acrylic acid N1=CC=C(C=C1)/C=C/C(=O)O